C[C@H]1NCC2=C(C=3C=4C=CC(=NC4C=CC3S2)C2=CC(=NC(=C2)C=C)N2CCN(CC2)C)NC1 (R)-10-methyl-3-(2-(4-methylpiperazin-1-yl)-6-vinylpyridin-4-yl)-9,10,11,12-tetrahydro-8H-[1,4]diazepino[5',6':4,5]thieno[3,2-f]quinolin